C(#N)C(C(=O)N)=C (cyano)acrylamide